C12OCC(C1)(C2)C2=NC(=CC(=N2)Cl)C 2-(2-Oxabicyclo[2.1.1]hex-4-yl)-4-chloro-6-methylpyrimidine